azasilabenzene [SiH]1=NC=CC=C1